O1CCN(CC1)C=1C2=C(N=CN1)N(C(=C2)C2=CC=C(C=C2)NC(=O)[C@H]2CNCC2)COCC[Si](C)(C)C (R)-N-(4-(4-morpholino-7-((2-(trimethylsilyl)ethoxy)methyl)-7H-pyrrolo[2,3-d]pyrimidin-6-yl)phenyl)pyrrolidine-3-carboxamide